diethylene glycol di-methyl Ether COCCOCCOC